N[C@H]1CN(CCC1)C(=O)C=1C=C2OCCN3C(=NC(C1)=C32)C3=CC=2C(=NC(=CC2)N(S(=O)(=O)C)C)N3CC3CC3 (R)-N-(2-(7-(3-aminopiperidine-1-carbonyl)-3,4-dihydro-5-oxa-1,2a-diazaacenaphthylen-2-yl)-1-(cyclopropylmethyl)-1H-pyrrolo[2,3-b]pyridin-6-yl)-N-methylmethanesulfonamide